rac-N-{[4-(3-methyl-1,2-oxazol-4-yl)-2,5-dioxoimidazolidin-4-yl]methyl}-4'-(trifluoromethyl)[biphenyl]-2-carboxamide CC1=NOC=C1[C@@]1(NC(NC1=O)=O)CNC(=O)C=1C(=CC=CC1)C1=CC=C(C=C1)C(F)(F)F |r|